BrC1=C2NC(C(NC2=C(C(=C1)CO[Si](C)(C)C(C)(C)C)F)=O)C 5-bromo-7-(((tert-butyldimethylsilyl)oxy)methyl)-8-fluoro-3-methyl-3,4-dihydroquinoxalin-2(1H)-one